5-{6,6-dimethyl-3-azabicyclo[3.1.0]hexane-3-carbonyl}-6-methyl-N-(1-methylcyclopropyl)furo[2,3-d]pyrimidin-4-amine CC1(C2CN(CC12)C(=O)C1=C(OC=2N=CN=C(C21)NC2(CC2)C)C)C